NC=1C(=CC(=C(C1)B(O)O)F)F 5-AMINO-2,4-DIFLUOROPHENYLBORONIC ACID